3-((R)-5-(6-Amino-4-(trifluoromethyl)pyridin-2-yl)-4-fluoro-3-methyl-1-oxoisoindolin-2-yl)piperidin-2,6-dion NC1=CC(=CC(=N1)C=1C(=C2[C@H](N(C(C2=CC1)=O)C1C(NC(CC1)=O)=O)C)F)C(F)(F)F